C1(CC1)C1=C(C=C(C(=C1)CN1CCC2(CN(C(O2)=O)C23CC(C2)(C3)C(=O)OCC3=CC=CC=C3)CC1)OCC)C1=CC=C(C=C1)F benzyl 3-(8-((2-cyclopropyl-5-ethoxy-4'-fluoro-[1,1'-biphenyl]-4-yl)methyl)-2-oxo-1-oxa-3,8-diazaspiro[4.5]decan-3-yl)bicyclo[1.1.1]pentane-1-carboxylate